NC=1C=C2C(=CN=C(C2=CN1)NC)C1=NN2C(C=CC(=C2)O)=N1 2-[6-amino-1-(methylamino)-2,7-naphthyridin-4-yl]-[1,2,4]triazolo[1,5-a]pyridin-6-ol